C(CCCCCCCCC\C=C/C\C=C/CCCCC)OCC(COCCCCCCCC)N(C)C 1-[(11Z,14Z)-eicosa-11,14-dien-1-yloxy]-N,N-dimethyl-3-(octyloxy)propan-2-amine